tert-butyl-((4-(chloromethyl)benzyl)oxy)dimethylsilane C(C)(C)(C)[Si](C)(C)OCC1=CC=C(C=C1)CCl